C(C1CO1)OCCC[Si](OCC)(OCC)OCC (2,3-epoxypropoxy)propyl-triethoxysilane